2,2-difluoroethyl methyl ethylene carbonate C(O)(O)=O.FC(CC(=C)C)F